2-(2-hydroxy-3,5-di-tert.-amylphenyl)benzotriazole OC1=C(C=C(C=C1C(C)(C)CC)C(C)(C)CC)N1N=C2C(=N1)C=CC=C2